ClC=1C=C2C(NC(N(C2=CC1CN1C=NC=CC1=O)CC1=CC=C(C=C1)OC)=O)(C(F)(F)F)C#CC1CC1 6-chloro-4-(cyclopropylethynyl)-1-(4-methoxybenzyl)-7-((6-oxopyrimidin-1(6H)-yl)-methyl)-4-(trifluoromethyl)-3,4-dihydroquinazolin-2(1H)-one